3-(4-(trifluoromethyl)phenyl)morpholinomethanone FC(C1=CC=C(C=C1)C1COCCN1C=O)(F)F